BrC=1C(=NC=C(N1)Br)NC(CI)=O N-(3,5-dibromopyrazin-2-yl)-2-iodoacetamide